FC(C1=CC=C(C=C1)CCC1C(N2CCCC2C(NC2(CCCC2)C(NCC(NCCC(NCC(NCC(NCC(NCC(NCC(NCC(N1)=O)=O)=O)=O)=O)=O)=O)=O)=O)=O)=O)(F)F 3-[2-[4-(trifluoromethyl)phenyl]ethyl]spiro[1,4,7,10,13,16,19,22,26,29,32-undecazabicyclo[32.3.0]heptatriacontane-31,1-cyclopentane]-2,5,8,11,14,17,20,23,27,30,33-undecone